CCCCCCCC(=O)OC[C@H](COP(=O)(O)OC[C@@H](C(=O)O)N)OC(=O)CCCCCCC The molecule is a 3-sn-phosphatidyl-L-serine in which the two phosphatidyl acyl groups are specified as octanoyl. It is a 3-sn-phosphatidyl-L-serine and an octanoate ester. It is a conjugate acid of a 1,2-dioctanoyl-sn-glycero-3-phosphoserine(1-).